COC=1C=C(C=CC1)C1=CC(=CC(=C1)OC)[C@H](CC(=O)O)NC(=O)NC=1C(N(C=CC1O)C)=O (S)-3-(3',5-dimethoxybiphenyl-3-yl)-3-(3-(4-hydroxy-1-methyl-2-oxo-1,2-dihydropyridin-3-yl)ureido)propionic acid